hydrazinophenoxyacetic acid ethyl ester C(C)OC(C(OC1=CC=CC=C1)NN)=O